ClC=1C=C(C=CC1)[C@@H]1[C@H](C1)C(=O)NC1=NC=NC(=C1)NCC=1N=C2N(C=C(C=C2N2CC(NCC2)=O)C2CC2)C1 (1S,2S)-2-(3-chlorophenyl)-N-(6-(((6-cyclopropyl-8-(3-oxopiperazin-1-yl)imidazo[1,2-a]pyridin-2-yl)methyl)amino)pyrimidin-4-yl)cyclopropane-1-carboxamide